C(C)(C)C1=C(C(=CC=C1)C(C)C)C1=C2C(C(C=3C=CC=C(C=C1)C32)=N)=N (2,6-diisopropylphenyl)acenaphthene-1,2-diimine